4-(4-bromophenyl)-4-cyanopiperidine-1-carboxylic acid tert-butyl ester C(C)(C)(C)OC(=O)N1CCC(CC1)(C#N)C1=CC=C(C=C1)Br